vanadium iodine (S)-N-((R)-1-(3-bromo-2-fluorophenyl)prop-2-yn-1-yl)-2-methylpropane-2-sulfinamide BrC=1C(=C(C=CC1)[C@@H](C#C)N[S@@](=O)C(C)(C)C)F.[I].[V]